CN1N=C(C=C1)C1=C(C=NC(=C1)OCCC(F)(F)F)[C@@H]1CN(CC1)C(C=C)=O |o1:19| (R)- or (S)-1-(3-(4-(1-methyl-1H-pyrazol-3-yl)-6-(3,3,3-trifluoropropoxy)pyridin-3-yl)pyrrolidin-1-yl)prop-2-en-1-one